racemic-(3R,4R)-4-amino-piperidine-1,3-dicarboxylic acid 1-tert-butyl ester 3-methyl ester COC(=O)[C@@H]1CN(CC[C@H]1N)C(=O)OC(C)(C)C |r|